C(CCCCCCCCC(=O)O)(=O)O.CC=CC methyl propylene sebacate